ClC=1N=NC(=CC1)N1C=NC(=C1)S(=O)C 3-Chloro-6-(4-methylsulfinyl-1H-imidazol-1-yl)pyridazine